tert-butyl 4-((1R,3r)-3-((R)-4-((S)-2-(2,6-bis(benzyloxy)pyridin-3-yl)-4-fluoro-3-methyl-1-oxoisoindolin-5-yl)-3-methylpiperazin-1-yl)cyclobutoxy)piperidine-1-carboxylate C(C1=CC=CC=C1)OC1=NC(=CC=C1N1C(C2=CC=C(C(=C2[C@@H]1C)F)N1[C@@H](CN(CC1)C1CC(C1)OC1CCN(CC1)C(=O)OC(C)(C)C)C)=O)OCC1=CC=CC=C1